6-chloro-2-((1-(methylsulfonyl)piperidin-4-yl)amino)-8-(spiro[2.4]heptan-4-yl)pyrido[2,3-d]pyrimidin-7(8H)-one ClC1=CC2=C(N=C(N=C2)NC2CCN(CC2)S(=O)(=O)C)N(C1=O)C1C2(CC2)CCC1